C1(=CC=C(C=C1)C1=C(C(=C(C2=CC=CC=C12)N)\N=N\[H])S(=O)(=O)O)C1=CC=C(C=C1)C1=C(C(=C(C2=CC=CC=C12)N)\N=N\[H])S(=O)(=O)O 1,1'-([1,1'-biphenyl]-4,4'-diyl)bis{4-amino-3-[(E)-diazenyl]naphthalene-2-sulfonic acid}